9-(4-((3-Fluoro-1-(3-fluoropropyl)azetidin-3-yl)methyl)phenyl)-8-(2-(trifluoromethyl)phenyl)-6,7-dihydro-5H-benzo[7]annulen FC1(CN(C1)CCCF)CC1=CC=C(C=C1)C1=C(CCCC2=C1C=CC=C2)C2=C(C=CC=C2)C(F)(F)F